1-(4-(2-(pyrrolidin-1-yl)-4-(trifluoromethyl)phenoxy)piperidine-1-carbonyl)-1H-pyrazole-3-carboxylic acid N1(CCCC1)C1=C(OC2CCN(CC2)C(=O)N2N=C(C=C2)C(=O)O)C=CC(=C1)C(F)(F)F